butenyl-sulfonic acid C(=CCC)S(=O)(=O)O